NC1(NC(=CC=C1)N)CO 2,6-diaminopyridinemethanol